butyl 8-(4,4,5,5-tetramethyl-1,3,2-dioxaborolan-2-yl)-2,3-dihydro-4H-benzo[b][1,4]oxazine-4-carboxylate CC1(OB(OC1(C)C)C1=CC=CC2=C1OCCN2C(=O)OCCCC)C